(S)-6-(2-((2,3-dihydrobenzofuran-7-yl)methyl)azepan-1-yl)-4-morpholinopyridin-2(1H)-one O1CCC2=C1C(=CC=C2)C[C@H]2N(CCCCC2)C2=CC(=CC(N2)=O)N2CCOCC2